[Cl-].[Sm+3].[Cl-].[Cl-] samarium chloride salt